C(#N)[C@]1(O[C@@H]([C@H]([C@H]1OC(=O)OC)OC(=O)OC)COC(=O)OCC(C)(C)C)C1=CC=C2C(=NC=NN21)NC(OC)=O Methyl (7-((2R,3R,4R,5R)-2-cyano-3,4-bis((methoxycarbonyl)oxy)-5-((((neopentyloxy)carbonyl)oxy)methyl)tetrahydrofuran-2-yl)pyrrolo[2,1-f][1,2,4]triazin-4-yl)carbamate